C[C@@H](C(C)C1=C(C=CC=C1)C)OC([C@H](C)NC(=O)C1=NC=CC(=C1OC(C)=O)OC)=O [(1S)-1-methyl-2-(o-tolyl)propyl](2S)-2-[(3-acetoxy-4-methoxy-pyridine-2-carbonyl)amino]propanoate